1-[(6-chloro-3-pyridinyl)methyl]-1,2,3,5,6,7-hexahydro-5-methoxy-7-methyl-8-nitro-imidazo[1,2-a]pyridine ClC1=CC=C(C=N1)CN1CCN2C1=C(C(CC2OC)C)[N+](=O)[O-]